3-(4,7-difluoro-1H-benzoimidazol-2-yl)-4-methyl-1,2,5-oxadiazole FC1=CC=C(C=2NC(=NC21)C2=NON=C2C)F